ClC=1C(N(N=CC1N(C)[C@]1(COCCC1)F)C=1C=NC(=CC1)OC1=CC=C(C=C1)C(C)(C)O)=O 4-chloro-5-[[(3S)-3-fluorotetrahydropyran-3-yl]-methylamino]-2-[6-[4-(1-hydroxy-1-methyl-ethyl)-phenoxy]-3-pyridyl]-pyridazin-3-one